CN(S(=O)(=O)Cl)C N,N-Dimethylsulfamoyl chloride